CC(C)[Si](C(C)C)(C(C)C)C#C [tri(prop-2-yl)silyl]acetylene